BrC1=NC=CC(=N1)N1N=CC(=C1)F 2-bromo-4-(4-fluoro-1H-pyrazol-1-yl)pyrimidine